CC=1N=C(SC1C)C1CCNCC1 4-(4,5-dimethyl-1,3-thiazol-2-yl)piperidine